1-(2-((1R,2S,5S)-2-((6-bromo-3-methylpyridin-2-yl)carbamoyl)-3-azabicyclo[3.1.0]hexan-3-yl)-2-oxoethyl)-7-methyl-5-(2-methylpyrimidin-5-yl)-1H-pyrazolo[3,4-c]pyridine-3-carboxamide BrC1=CC=C(C(=N1)NC(=O)[C@@H]1[C@@H]2C[C@@H]2CN1C(CN1N=C(C=2C1=C(N=C(C2)C=2C=NC(=NC2)C)C)C(=O)N)=O)C